(1S,4S,5R)-2-[4-fluoro-6-[(propane-1-sulfonyl)carbamoyl]-1,3-benzothiazol-2-yl]-2-azabicyclo[2.2.1]heptan-5-yl 5-cyclopropyl-3-(2,6-dichlorophenyl)-1,2-oxazole-4-carboxylate C1(CC1)C1=C(C(=NO1)C1=C(C=CC=C1Cl)Cl)C(=O)O[C@H]1[C@@H]2CN([C@H](C1)C2)C=2SC1=C(N2)C(=CC(=C1)C(NS(=O)(=O)CCC)=O)F